N-(4-((4-amino-2-(ethoxymethyl)-1H-imidazo[4,5-c]quinolin-1-yl)methyl)benzyl)-3-(prop-2-yn-1-yloxy)propanamide NC1=NC=2C=CC=CC2C2=C1N=C(N2CC2=CC=C(CNC(CCOCC#C)=O)C=C2)COCC